4-tert-butyl-N-[2-methyl-3-[4-methyl-6-[4-(morpholine-4-carbonyl)anilino]5-oxopyrazin-2-yl]phenyl]benzamide C(C)(C)(C)C1=CC=C(C(=O)NC2=C(C(=CC=C2)C=2N=C(C(N(C2)C)=O)NC2=CC=C(C=C2)C(=O)N2CCOCC2)C)C=C1